3-methoxy-N-[(4S)-7,8-dichloro-6-(2,6-difluorophenyl)-4-methyl-4H-[1,2,4]triazolo[1,5-a][1,4]benzodiazepin-2-yl]azetidine-1-carboxamide COC1CN(C1)C(=O)NC1=NN2C([C@@H](N=C(C3=C2C=CC(=C3Cl)Cl)C3=C(C=CC=C3F)F)C)=N1